CN(C(=O)N1CCN(CC1)C1=CC=C(C=C1)C1CC2(CCC1(CC2)N2N=CC=C2)O)C 6-(4-(4-(Dimethylcarbamoyl)piperazin-1-yl)phenyl)-N-(4-hydroxybicyclo[2.2.2]oct-1-yl)pyrazole